2-(4-Methylphenyl)-4-phenylimidazole CC1=CC=C(C=C1)C=1NC=C(N1)C1=CC=CC=C1